BrC1=CN=C2CC(C(N(C2=C1)C1=CC=C(C=C1)C(F)(F)F)=O)C(=O)OCC ethyl 7-bromo-2-oxo-1-(4-(trifluoromethyl)phenyl)-1,2,3,4-tetrahydro-1,5-naphthyridine-3-carboxylate